O1CCOC2=C1C=CC(=C2)B(O)O (2,3-dihydro-1,4-benzodioxin-6-yl)-boronic acid